(S)-9-methoxy-9-methyl-2-(1H-pyrazol-4-yl)-6,7,8,9-tetrahydrothieno[2,3-c]quinolin-4(5H)-one CO[C@@]1(C=2C3=C(C(NC2CCC1)=O)SC(=C3)C=3C=NNC3)C